4-((3-chloro-1,4-dioxo-1,4-dihydronaphthalen-2-ylamino)methyl)-N-(1H-indazol-5-yl)benzamide ClC1=C(C(C2=CC=CC=C2C1=O)=O)NCC1=CC=C(C(=O)NC=2C=C3C=NNC3=CC2)C=C1